cuban-1-amine hydrochloride Cl.C12(C3C4C5C3C1C5C24)N